O[C@@]1(C(N(CC1)C)=O)C1=CC(=NO1)C1=CC(=CC=C1)C1=CC(=C2C=NN(C2=C1)C)OC (R)-3-hydroxy-3-(3-(3-(4-methoxy-1-methyl-1H-indazol-6-yl)phenyl)isoxazol-5-yl)-1-methylpyrrolidin-2-one